(3-(3-bromophenyl)-oxetan-3-yl)(4-ethyl-4H-1,2,4-triazol-3-yl)methanol BrC=1C=C(C=CC1)C1(COC1)C(O)C1=NN=CN1CC